(S)-4-(4-((4-(((2-(2,6-dioxopiperidin-3-yl)-1-oxoisoindolin-4-yl)oxy)methyl)phenyl)thio)piperidin-1-yl)-3-fluorobenzonitrile O=C1NC(CC[C@@H]1N1C(C2=CC=CC(=C2C1)OCC1=CC=C(C=C1)SC1CCN(CC1)C1=C(C=C(C#N)C=C1)F)=O)=O